ClC1=CC=C(C=C1)C=1C(=CC=2NC3=CC=CC=C3C2C1)C1=C(C=CC=C1)N 3-(4'-chlorophenyl)-2-(2'-aminophenyl)-9H-carbazole